(R)-6-(3-isopropylphenyl)-2-azaspiro[3.4]octane-2-carbothioate C(C)(C)C=1C=C(C=CC1)[C@H]1CC2(CN(C2)C([O-])=S)CC1